C(#N)C1=CC(=NC(=C1C=1C=C2C(=NN(C2=CC1F)CC(C)(C)O)F)C1=CC(=C(C=C1)C#N)F)N1CCC(CC1)NC(OC(C)(C)C)=O Tert-Butyl (1-(4-cyano-6-(4-cyano-3-fluorophenyl)-5-(3,6-difluoro-1-(2-hydroxyl-2-methylpropyl)-1H-indazol-5-yl)pyrid-2-yl)piperid-4-yl)carbamate